(5aR,5bS,7aS,10aS,10bR)-2-(2-hydroxyphenyl)-5a,7a-dimethyl-4,5,5a,5b,6,7,7a,9,10,10a,10b,11,12,12a-tetradecahydro-8H-cyclopenta[7,8]phenanthro[2,1-d]thiazol-8-one OC1=C(C=CC=C1)C=1SC2=C(N1)CC[C@@]1([C@H]3CC[C@]4([C@H]([C@@H]3CCC12)CCC4=O)C)C